NCCCNC1=CC(=C(C(=O)NC=2SC(=CN2)C)C=C1)C 4-((3-aminopropyl)amino)-2-methyl-N-(5-methylthiazol-2-yl)benzamide